[Br-].FC(C=1C=C(C[N@@+]23[C@@H](C[C@@H]([C@H](C2)C=C)CC3)[C@@H](C3=CC=NC2=CC=C(C=C32)OC)O)C=C(C1)C(F)(F)F)(F)F (1S,2S,4S,5R)-1-(3,5-bis(trifluoromethyl)benzyl)-2-((R)-hydroxy(6-methoxyquinolin-4-yl)methyl)-5-vinylquinuclidin-1-ium bromide